NC1=C(C(=NN1C(C)C)C1=CC=C(C=C1)C(C(=O)NC1=CC(=NO1)CC12CC(C1)C2)C)C(=O)N 5-amino-3-[4-[2-[[3-(3-bicyclo[1.1.1]pentanylmethyl)isoxazol-5-yl]amino]-1-methyl-2-oxo-ethyl]phenyl]-1-isopropyl-pyrazole-4-carboxamide